C(C)(C)(C)C1=CC(=NO1)NC(=O)NC1=CC=C(C=C1)N1C=NC=2C1=NC(=CC2)Cl 1-(5-tert-butyl-isoxazol-3-yl)-3-[4-(5-chloroimidazo[4,5-b]pyridin-3-yl)-phenyl]-urea